((3,5,6-trifluoropyridin-2-yl)oxy)methyl-2H-indazole FC=1C(=NC(=C(C1)F)F)OCN1N=C2C=CC=CC2=C1